NC=1SC(=C(N1)C1=CC(=C(C=C1)N(C(C1=C(C=CC=C1)C)=O)C)C)C N-(4-(2-amino-5-methylthiazol-4-yl)-2-methylphenyl)-N,2-dimethylbenzamide